(R)-N-((R)-8-(5-((1H-indazol-5-yl)thio)-1-methyl-6-carbonyl-1,6-dihydropyrimidin-2-yl)-8-azaspiro[4.5]decan-1-yl)-2-methylpropane-2-sulfinamide N1N=CC2=CC(=CC=C12)SC1=CN=C(N(C1=C=O)C)N1CCC2(CCC[C@H]2N[S@](=O)C(C)(C)C)CC1